benzyl ((1R,2R)-2-hydroxycyclopentyl)carbamate O[C@H]1[C@@H](CCC1)NC(OCC1=CC=CC=C1)=O